pyridine-2-sulfonyl chloride N1=C(C=CC=C1)S(=O)(=O)Cl